I.NCC(=O)O Glycine Hydroiodide